(R)-N-(1,1-dioxido-2,3-dihydrothiophen-3-yl)-5-(spiro[3.3]heptan-2-yl)picolinamide O=S1(C[C@@H](C=C1)NC(C1=NC=C(C=C1)C1CC2(C1)CCC2)=O)=O